2-nonylamino-1,4-naphthoquinone C(CCCCCCCC)NC=1C(C2=CC=CC=C2C(C1)=O)=O